1-(ethoxymethyl)-4-methyl-3,5-dinitropyrazole C(C)OCN1N=C(C(=C1[N+](=O)[O-])C)[N+](=O)[O-]